N[C@]1(CN(CC1)C(=O)C=1NC2=CC=C(C(=C2C1Cl)Cl)F)C(F)(F)F (R)-(3-amino-3-(trifluoromethyl)pyrrolidin-1-yl)(3,4-dichloro-5-fluoro-1H-indol-2-yl)methanone